(S)-N'-(((S)-2,8-difluoro-1,2,3,5,6,7-hexahydro-s-indacen-4-yl)carbamoyl)-6,6-dimethyl-6,7-dihydro-5H-pyrazolo[5,1-b][1,3]oxazine-3-sulfonimidamide F[C@@H]1CC2=C(C=3CCCC3C(=C2C1)NC(=O)N=[S@@](=O)(N)C=1C=NN2C1OCC(C2)(C)C)F